5-fluoro-1,3-dioxane FC1COCOC1